C(#N)C1=CC(=C(COC2=CC=CC(=N2)C23CCN(CC3C2)CC2=NC3=C(N2C[C@H]2OCC2)C=C(C=C3C)C(=O)O)C=C1)OC 2-((6-(6-((4-cyano-2-methoxybenzyl)oxy)pyridin-2-yl)-3-azabicyclo[4.1.0]heptan-3-yl)methyl)-4-methyl-1-(((S)-oxetan-2-yl)methyl)-1H-benzo[d]imidazole-6-carboxylic acid